C(C)S(=O)(=O)C=1C=C(C=NC1C1=NC2=C(N1C)C=CC(=C2)S(=O)(=NCC(F)(F)F)C(F)(F)F)C2(CC2)C#N 1-[5-ethylsulfonyl-6-[1-methyl-5-[N-(2,2,2-trifluoroethyl)-S-(trifluoromethyl)sulfonimidoyl]benzimidazol-2-yl]-3-pyridyl]cyclopropane-carbonitrile